2-chloro-N-methyl-thieno[3,2-d]pyrimidin-4-amine ClC=1N=C(C2=C(N1)C=CS2)NC